[N+](=[N-])=CC(CC[C@@H](C(=O)OCOC1CCC1)NC([C@H](C)OC)=O)=O cyclobutoxymethyl (S)-6-diazo-2-((S)-2-methoxypropanamido)-5-oxohexanoate